6-(3-Isopropyl-5-(2-(pyrrolidin-1-yl)ethyl)-1H-indol-2-yl)-8-methoxy-[1,2,4]triazolo[1,5-a]pyridin C(C)(C)C1=C(NC2=CC=C(C=C12)CCN1CCCC1)C=1C=C(C=2N(C1)N=CN2)OC